ClC=1C(=NC=CC1OC1=CC=2C=3N(C=NC2C=C1)CCCN3)NS(=O)(=O)CCC N-(3-Chloro-4-((3,4-dihydro-2H-pyrimido[1,2-c]quinazolin-10-yl)oxy)pyridin-2-yl)propane-1-sulfonamide